C=1OC=C2CCCCC12 4,5,6,7-tetrahydroisobenzofuran